2-[1-cyclobutyl-6-(pyrimidin-2-yl)-1H-1,3-benzodiazol-2-yl]-5-methoxy-1-methyl-N-(1,2-oxazol-4-yl)-6-oxo-1,6-dihydropyrimidine-4-carboxamide C1(CCC1)N1C(=NC2=C1C=C(C=C2)C2=NC=CC=N2)C=2N(C(C(=C(N2)C(=O)NC=2C=NOC2)OC)=O)C